C(=C)CCO[SiH3] Vinylethoxysilan